tert-butyl (S)-3-((4-(N-(2,4-dimethoxybenzyl)-N-(6-fluoropyridin-2-yl)sulfamoyl)-3,5-difluoro-2-methylphenyl)(methyl)amino)pyrrolidine-1-carboxylate COC1=C(CN(S(=O)(=O)C2=C(C(=C(C=C2F)N([C@@H]2CN(CC2)C(=O)OC(C)(C)C)C)C)F)C2=NC(=CC=C2)F)C=CC(=C1)OC